(2-(tert-Butyl)-1H-benzo[d]imidazol-1-yl)(p-tolyl)methanone C(C)(C)(C)C1=NC2=C(N1C(=O)C1=CC=C(C=C1)C)C=CC=C2